NC1(CC=C(C(=O)NC2=CC=CC=C2)C=C1)N 4,4-diamino-benzanilide